FC1=C(C(=CC=C1)OC)C1=CC=2N(C=C1C(=O)OC)C(=CN2)C methyl 7-(2-fluoro-6-methoxyphenyl)-3-methylimidazo(1,2-a)pyridine-6-carboxylate